C(CCC)(=O)NC(C=1C=C(OCCCCCCNC(OC(C)(C)C)=O)C=CC1)C1=CC(=C2C=CC=NC2=C1O)Cl tert-butyl (6-(3-(butyramido(5-chloro-8-hydroxyquinolin-7-yl)methyl)phenoxy)hexyl)carbamate